tert-butyl 5-(1-(4-fluoro-2-(isopropyl (methyl) carbamoyl) phenyl)-1H-pyrrolo[2,3-c]pyridin-3-yl)-3,4-dihydropyridine-1(2H)-carboxylate FC1=CC(=C(C=C1)N1C=C(C=2C1=CN=CC2)C=2CCCN(C2)C(=O)OC(C)(C)C)C(N(C)C(C)C)=O